C(#N)C[C@H]1[C@@H](C1)C(=O)O |r| (±)-trans-2-(cyanomethyl)cyclopropanecarboxylic acid